5-[cyclopropyl(difluoro)methyl]-2-pyrimidin-2-yl-4-[5-(trifluoromethyl)-2-thienyl]pyrazol-3-amine C1(CC1)C(C=1C(=C(N(N1)C1=NC=CC=N1)N)C=1SC(=CC1)C(F)(F)F)(F)F